5-(1-(2,2-difluoroethyl)-2-methyl-1H-benzo[d]imidazol-6-yl)-6-fluoro-N-((3S,4R)-3-fluoro-1-(oxetan-3-yl)piperidin-4-yl)-4-methoxypyrrolo[2,1-f][1,2,4]triazin-2-amine FC(CN1C(=NC2=C1C=C(C=C2)C=2C(=CN1N=C(N=C(C12)OC)N[C@H]1[C@H](CN(CC1)C1COC1)F)F)C)F